FC1=CC=C(C=C1)CSC1=CC(=NN1C(C(COC)(C)C)=O)C1CN(CCC1C)S(=O)(=O)C 1-(5-{[(4-fluorophenyl)methyl]sulfanyl}-3-(1-methanesulfonyl-4-methylpiperidin-3-yl)-1H-pyrazol-1-yl)-3-methoxy-2,2-dimethylpropan-1-one